tert-butyl (3S)-4-(5-cyclopropyl-7-(piperidin-3-yl)-7H-pyrrolo[2,3-d]pyrimidin-4-yl)-3-methylpiperazine-1-carboxylate C1(CC1)C1=CN(C=2N=CN=C(C21)N2[C@H](CN(CC2)C(=O)OC(C)(C)C)C)C2CNCCC2